3-[5-(6-hydroxyhexyl)-3-methyl-2-oxo-1,3-benzodiazol-1-yl]piperidine-2,6-dione OCCCCCCC1=CC2=C(N(C(N2C)=O)C2C(NC(CC2)=O)=O)C=C1